N-(4-chloro-2-fluoro-phenyl)-4-methyl-pyridin-3-amine ClC1=CC(=C(C=C1)NC=1C=NC=CC1C)F